1-[3-nitro-4-[(E)-[1-(3,3,3-trifluoropropyl)pyrazolo[3,4-c]pyridin-5-yl]iminomethyl]phenyl]cyclopropane-carbonitrile [N+](=O)([O-])C=1C=C(C=CC1/C=N/C=1C=C2C(=CN1)N(N=C2)CCC(F)(F)F)C2(CC2)C#N